(2-Chloro-3-fluorophenyl)(cyclopropyl)methanol ClC1=C(C=CC=C1F)C(O)C1CC1